O1C=CC2=C1C=C(C=C2)C=2C=C1CCN(CC1=CC2)C(=O)NC2=CNC1=CC(=C(C=C21)F)F 6-(benzofuran-6-yl)-N-(5,6-difluoro-1H-indol-3-yl)-3,4-dihydroisoquinoline-2(1H)-Formamide